(2R,3S,4S)-2-[(3-fluoro-4-methoxyphenyl)methyl]-4-hydroxypyrrolidin-3-yl N-[(3S)-pyrrolidin-3-ylmethyl]carbamate N1C[C@H](CC1)CNC(O[C@H]1[C@H](NC[C@@H]1O)CC1=CC(=C(C=C1)OC)F)=O